FC(CN1C(=NC2=NC=C(C=C21)C2=CNC=1N=C(N=C(C12)OC)NC1CC(C1)(C(=O)N(C)C)C)C)F (1s,3s)-3-((5-(1-(2,2-difluoroethyl)-2-methyl-1H-imidazo[4,5-b]pyridin-6-yl)-4-methoxy-7H-pyrrolo[2,3-d]pyrimidin-2-yl)amino)-N,N,1-trimethylcyclobutane-1-carboxamide